N1CC(C1)CN1C[C@]2(CC2C1)F |r| Rac-(1R)-3-(azetidin-3-ylmethyl)-1-fluoro-3-azabicyclo[3.1.0]Hexane